Indeno-Naphthopyrane C=1C=COC=2C1C1=C3C(C=CC1=CC2)=C2C=CC=CC2=C3